4-(ethyl-(phenyl)amino)-1,1,1-trifluoro-3-phenyl-3-buten-2-one C(C)N(C=C(C(C(F)(F)F)=O)C1=CC=CC=C1)C1=CC=CC=C1